Tert-butyl (3R,4S)-3-fluoro-4-((methylsulfonyl)oxy)piperidine-1-carboxylate F[C@@H]1CN(CC[C@@H]1OS(=O)(=O)C)C(=O)OC(C)(C)C